tert-butyl (2S,4R)-1-[(2R)-2-[3-(4-formyl-1-piperidyl)isoxazol-5-yl]-3-methylbutanoyl]-4-hydroxy-pyrrolidine-2-carboxylate C(=O)C1CCN(CC1)C1=NOC(=C1)[C@H](C(=O)N1[C@@H](C[C@H](C1)O)C(=O)OC(C)(C)C)C(C)C